3-(difluoromethylthio)-5-(trifluoromethoxy)benzoic acid methyl ester COC(C1=CC(=CC(=C1)OC(F)(F)F)SC(F)F)=O